{1-{1-[(4-methyl-2-thienyl)carbonyl]piperidin-4-yl}-3-[4-(7H-pyrrolo[2,3-d]pyrimidin-4-yl)-1H-pyrazol-1-yl]azetidin-3-yl}acetonitrile CC=1C=C(SC1)C(=O)N1CCC(CC1)N1CC(C1)(N1N=CC(=C1)C=1C2=C(N=CN1)NC=C2)CC#N